C1(=CC=CC=C1)C1=C(C=CC(=C1)C1=CC=C(C=C1)C1CCCCC1)Br 2-phenyl-4-(4'-cyclohexylphenyl)bromobenzene